C12COCC(CC1)N2C=2C1=C(N=CN2)NC(=C1)C1=CC=C(C=C1)NC=1C=NC(=NC1)N1CCN(CC1)C(C=C)=O 1-(4-(5-((4-(4-(3-oxa-8-azabicyclo[3.2.1]octan-8-yl)-7H-pyrrolo[2,3-d]pyrimidin-6-yl)phenyl)amino)pyrimidin-2-yl)piperazin-1-yl)prop-2-en-1-one